N-[(3-methyl-2-pyridyl)methyl]-1-(2-pyridyl)methanamine CC=1C(=NC=CC1)CNCC1=NC=CC=C1